C(C)(C)(C)OC(=O)N1CCC(CC1)N1N=NC(=C1)[C@@H]1[C@H]([C@H]([C@@H]([C@H](O1)CCP(O)(O)=O)O)O)O (2-((2R,3S,4S,5S,6R)-6-(1-(1-(tert-butoxycarbonyl)piperidin-4-yl)-1H-1,2,3-triazol-4-yl)-3,4,5-trihydroxytetrahydro-2H-pyran-2-yl)ethyl)phosphonic acid